N-(3-(4-chlorobenzamido)phenyl)-7-(pyrimidin-2-yl)-2,7-diazaspiro[4.4]nonane-2-carboxamide ClC1=CC=C(C(=O)NC=2C=C(C=CC2)NC(=O)N2CC3(CC2)CN(CC3)C3=NC=CC=N3)C=C1